[(2R)-2-piperidyl[methoxy]phenyl]-2-fluoro-cyclopropanecarboxamide N1[C@H](CCCC1)C=1C(=C(C=CC1)C1(C(C1)F)C(=O)N)OC